OC1=C(C=C(C=C1C(C)(C)C)C)N1N=C2C(=N1)C=CC(=C2)Cl 2-(2'-hydroxy-3'-tert.-butyl-5'-methyl-phenyl)-5-chlorobenzotriazol